ONC(=O)C1=NC=CC=C1 N-hydroxypyridineamide